O=C[C@H](O)[C@@H](O)[C@H](O)[C@H](O)C(=O)O.NC1=NC2=CC=C(C(=C2C(=N1)N)C)CNC1=CC(=C(C(=C1)OC)OC)OC 2,4-diamino-5-methyl-6-[(3,4,5-trimethoxyanilino)methyl]quinazoline mono-D-glucuronate